C(#N)C=1C=C2C[C@H](COC2=CC1)NC(=O)C1=NN2C(CN(CC2)CC2=CC=C(C=C2)F)=C1 (R)-N-(6-cyanochroman-3-yl)-5-(4-fluorobenzyl)-4,5,6,7-tetrahydropyrazolo[1,5-a]pyrazine-2-carboxamide